tert-Butyl (3-cyano-7-fluoro-4-(5-fluoro-3-((R)-3-(2,2,4-trimethylpiperazin-1-yl)pyrrolidin-1-yl)-7,9-dihydrofuro[3,4-f]quinazolin-6-yl)thieno[3,2-c]pyridin-2-yl)carbamate C(#N)C1=C(SC2=C1C(=NC=C2F)C=2C1=C(C=3C=NC(=NC3C2F)N2C[C@@H](CC2)N2C(CN(CC2)C)(C)C)COC1)NC(OC(C)(C)C)=O